6-(3-isopropyl-5-(6-(4-methylpiperazin-1-yl)pyridin-3-yl)-1H-indol-2-yl)-2-methylimidazo[1,2-a]pyridine C(C)(C)C1=C(NC2=CC=C(C=C12)C=1C=NC(=CC1)N1CCN(CC1)C)C=1C=CC=2N(C1)C=C(N2)C